(S)-1-(4-(1H-imidazol-2-yl)thiophen-2-yl)ethan-1-amine N1C(=NC=C1)C=1C=C(SC1)[C@H](C)N